2-(10,10-dimethyl-10H-indeno[2,1-b]triphenylen-12-yl)-4,6-diphenyl-1,3,5-triazine CC1(C=C(C=C2C=C3C=C4C=5C=CC=CC5C=5C=CC=CC5C4=CC3=C12)C1=NC(=NC(=N1)C1=CC=CC=C1)C1=CC=CC=C1)C